COC1=CC=C(C=C1)CN1C(N(CCC1=O)C1=CC=C(C=C1)N1CCC(CC1)CCCNC(OC(C)(C)C)=O)=O 1-Tert-butyl N-[3-[1-[4-[3-[(4-methoxyphenyl)methyl]-2,4-dioxo-hexahydropyrimidin-1-yl]phenyl]-4-piperidyl]propyl]carbamate